C(C)OC(CN1C=NC=C(C1=O)NCC1=CC2=C(OC3=C2C=CC=C3)C=C1)=O [5-(dibenzofuran-2-ylmethylamino)-6-oxo-pyrimidin-1-yl]acetic acid ethyl ester